OCCOC1=CC=C(C=C1)C(C)(C)C1=CC=C(C=C1)OCCO 2,2-bis(4-β-hydroxyethoxy-phenyl)-propane